2-((3-isopropyl-2-(2-methylpyridin-4-yl)-1H-indol-5-yl)oxy)-1-(5-methylhexahydropyrrolo[3,4-c]pyrrol-2(1H)-yl)ethan-1-one C(C)(C)C1=C(NC2=CC=C(C=C12)OCC(=O)N1CC2CN(CC2C1)C)C1=CC(=NC=C1)C